NCC(CN)(C)C 1,3-Diamino-2,2-dimethylpropan